C(C)OC(CC=1N=CNC1)=O (1H-imidazol-4-yl)acetic acid ethyl ester